2,2-difluoroethyl (3-(3,3-difluorocyclobutyl)-1-methyl-4-(2,2,2-trifluoroethyl)-1H-pyrazol-5-yl)carbamate FC1(CC(C1)C1=NN(C(=C1CC(F)(F)F)NC(OCC(F)F)=O)C)F